N-((1R,2R)-1-(3,5-di-tert-butylphenyl)-2-(quinolin-2-yl)propyl)acetamide C(C)(C)(C)C=1C=C(C=C(C1)C(C)(C)C)[C@@H]([C@@H](C)C1=NC2=CC=CC=C2C=C1)NC(C)=O